COC([C@@H](NCC1=CC(=CC=C1)C=1OC(=NN1)C=1C(=C(C=CC1)C1=CC=CC=C1)C)[C@@H](C)CC)=O (3-(5-(2-Methyl-[1,1'-biphenyl]-3-yl)-1,3,4-oxadiazol-2-yl)benzyl)-L-isoleucine methyl ester